methyl 3-(5-bromo-2-nitrophenyl)-3-oxo-2-(tetrahydro-2H-pyran-4-yl)propanoate BrC=1C=CC(=C(C1)C(C(C(=O)OC)C1CCOCC1)=O)[N+](=O)[O-]